OCCCN1C(C(=CC2=CC(=CC=C12)C1=CC=C(C=C1)C1CCN(CC1)C(C)C)C1=CC=C(C=C1)S(=O)(=O)C)=O 1-(3-hydroxypropyl)-3-(4-methanesulfonylphenyl)-6-{4-[1-(propan-2-yl)piperidin-4-yl]phenyl}-1,2-dihydroquinolin-2-one